4-[2-[[4-[5-(trifluoromethyl)-1,2,4-oxadiazol-3-yl]phenyl]methyl]tetrazol-5-yl]benzaldehyde FC(C1=NC(=NO1)C1=CC=C(C=C1)CN1N=C(N=N1)C1=CC=C(C=O)C=C1)(F)F